4-(5-(benzo[b]thiophen-4-yl)thiophen-2-yl)-4-oxobutanoic acid methyl ester COC(CCC(=O)C=1SC(=CC1)C1=CC=CC=2SC=CC21)=O